(E)-3-(4-bromophenyl)-1-(6-(6-methoxynicotinoyl)-2,6-diazaspiro[3.3]heptan-2-yl)prop-2-en-1-one BrC1=CC=C(C=C1)/C=C/C(=O)N1CC2(C1)CN(C2)C(C2=CN=C(C=C2)OC)=O